4-[(1S)-1-[[1-[(3R)-3-(3-Chlorophenoxy)pyrrolidin-1-yl]cyclopropane-1-carbonyl]amino]ethyl]benzoic acid, hydrochloride Cl.ClC=1C=C(O[C@H]2CN(CC2)C2(CC2)C(=O)N[C@@H](C)C2=CC=C(C(=O)O)C=C2)C=CC1